5-(2-ethyldecahydronaphthalene-2-yloxycarbonyl)-bicyclo[2.2.1]hept-2-ene C(C)C1(CC2CCCCC2CC1)OC(=O)C1C2C=CC(C1)C2